6-chloro-8-fluoro-4,5-dihydrobenzo[g][1]benzothiole-2-carboxylic acid ClC1=CC(=CC2=C1CCC=1C=C(SC12)C(=O)O)F